1-bromo-2,3,5,6-tetrafluoro-4-(methylsulfinyl)benzene methyl-2-(3-bromo-2,6-dichlorophenyl)acetate COC(CC1=C(C(=CC=C1Cl)Br)Cl)=O.BrC1=C(C(=C(C(=C1F)F)S(=O)C)F)F